4-(4-Toluidino)-1,2-naphthalenedione C1(=CC=C(C=C1)NC1=CC(C(C2=CC=CC=C12)=O)=O)C